O1COC2=C1C=CC(=C2)C2=CC=CN1C2=NS(CC1)(=O)=O 9-(1,3-benzodioxol-5-yl)-3,4-dihydropyrido[2,1-c][1,2,4]thiadiazine 2,2-dioxide